5-(1-cyclopentylpiperidin-3-yl)-2-(4-fluorophenyl)-4-methylpyridine C1(CCCC1)N1CC(CCC1)C=1C(=CC(=NC1)C1=CC=C(C=C1)F)C